NC=1C2=C(N=CN1)N(C=C2C2=CC(=C(C=C2)NC(=O)NC2=CC=C(C=C2)CN2CCN(CC2)C)F)C2CC2 1-(4-(4-amino-7-cyclopropyl-7H-pyrrolo[2,3-d]pyrimidin-5-yl)-2-fluorophenyl)-3-(4-((4-methylpiperazin-1-yl)methyl)phenyl)urea